O=C1NC(CCC1N1CC2=CC=C(C=C2C1)OC1CN(C1)CCCOCCCOC1CC(C1)OC1=NC=C(C=C1)C=1C=CC=2C3=C(N(C2C1)C)C=CN=C3)=O 2-(2,6-dioxopiperidin-3-yl)-5-((1-(3-(3-((1r,3r)-3-((5-(5-methyl-5H-pyrido[4,3-b]indol-7-yl)pyridin-2-yl)oxy)cyclobutoxy)propoxy)propyl)azetidin-3-yl)oxy)isoindoline